ClC1=CC=C(C=C1)NC(=O)N[C@H]1C(NC[C@@H]1C1=CC(=CC=C1)OC)=O |o1:11,15| (+)-1-(4-chloro-phenyl)-3-[(3R*,4S*)-4-(3-methoxy-phenyl)-2-oxo-pyrrolidin-3-yl]urea